N-(2-(6-acetyl-2,6-diaza-spiro[3.3]heptan-2-yl)-4-phenylpyridin-3-yl)-2-isopropylpyrimidine-5-carboxamide C(C)(=O)N1CC2(CN(C2)C2=NC=CC(=C2NC(=O)C=2C=NC(=NC2)C(C)C)C2=CC=CC=C2)C1